C(CCCCCCC)C(CO)O n-octyl-ethylene glycol